5-(4-((3R,5R)-4-acryloyl-5-methylmorpholin-3-yl)-6-chloropyridin-2-yl)-2-fluorobenzamide C(C=C)(=O)N1[C@@H](COC[C@H]1C)C1=CC(=NC(=C1)Cl)C=1C=CC(=C(C(=O)N)C1)F